ClC1=CC(=C(C=C1)C1=CC=C(C=C1)C1CN(C1)C(=O)C1=NO[C@@H](C1)C(=O)N)S(=O)(=O)C (5S)-3-[3-[4-(4-chloro-2-methylsulfonyl-phenyl)phenyl]azetidine-1-carbonyl]-4,5-dihydroisoxazole-5-carboxamide